BrC=1N=C2N(N1)[C@@H](C[C@H]2O)C2=NC=CC=C2Cl |r| rac-(5S,7R)-2-bromo-5-(3-chloro-2-pyridyl)-6,7-dihydro-5H-pyrrolo[1,2-b][1,2,4]triazol-7-ol